FC=1C=C(C=CC1F)OC(=O)C=1C(=NNC1)C.FC=1C=C(C=CC1F)N1N=C(C(=C1)C(=O)O)C 1-(3,4-difluorophenyl)-3-methyl-1H-pyrazole-4-carboxylic acid [3,4-difluorophenyl]-3-methyl-1H-pyrazole-4-carboxylate